C(C)(CC)N[C@@H](CS)C(=O)O (+)-s-butyl-l-cysteine